ClC1=C(C(=O)C(=O)C(C2=C(C=CC=C2)Cl)=O)C=CC=C1 2-chlorobenzoyl ketone